C(C)(=O)OC[C@H](NC([C@@H](NC(=O)C=1N=C(SC1)N1C[C@H](CCC1)NC(=O)OC(C)(C)C)CO[Si](C)(C)C(C)(C)C)=O)C(=O)OC Methyl O-acetyl-N-(N-(2-((S)-3-((tert-butoxycarbonyl)amino)piperidin-1-yl)thiazole-4-carbonyl)-O-(tert-butyldimethylsilyl)-L-seryl)-L-serinate